4-hexyldecyl 6-[[4-(dimethylamino)-3-hydroxy-butyl]-[6-(4-hexyldecoxy)-6-oxo-hexyl]amino]hexanoate CN(CC(CCN(CCCCCC(=O)OCCCC(CCCCCC)CCCCCC)CCCCCC(=O)OCCCC(CCCCCC)CCCCCC)O)C